BrC1=CC=C(S1)S(=O)(=O)N1CC(CC(C1)C1=CC=CC=C1)C(=O)O 1-((5-bromothiophen-2-yl)sulfonyl)-5-phenylpiperidine-3-carboxylic acid